C(C)OC(=O)C(C(=O)OCC)(C(=O)OCC)C=1NC(=CC1)C(C1=CC=CC=C1)=O 5-benzoylpyrrole-2-methanetricarboxylic acid triethyl ester